S1C(=CC=C1)CN(S(=O)(=O)CCN(CC(=O)N(CC=1SC=CC1)CC=1SC=CC1)CCCC)CC=1SC=CC1 2-[{2-[bis(2-thienylmethyl)sulfamoyl]ethyl}(butyl)amino]-N,N-bis(2-thienylmethyl)acetamide